C(C1=CC=CC=C1)OC1=CC=CC(=N1)C1=CC(=C(CC2=NC3=C(N2C[C@H]2OCC2)C=C(C=C3)C(=O)OC)C=C1F)F methyl (S)-2-(4-(6-(benzyloxy) pyridin-2-yl)-2,5-difluorobenzyl)-1-(oxetan-2-ylmethyl)-1H-benzo[d]imidazole-6-carboxylate